mercapto-1,4-butanediol diacrylate C(C=C)(=O)OC(CCCOC(C=C)=O)S